2-[2-(aminomethyl)-3-[2-hydroxy-1-(hydroxymethyl)ethoxy]propoxy]-1,3-propanediol NCC(COC(CO)CO)COC(CO)CO